(7-((2-((2-methoxy-5-methyl-4-(4-(4-methylpiperazin-1-yl)piperidin-1-yl)phenyl)amino)thieno[3,2-d]pyrimidin-4-yl)amino)imidazo[1,2-a]pyridin-8-yl)dimethyl-phosphine oxide COC1=C(C=C(C(=C1)N1CCC(CC1)N1CCN(CC1)C)C)NC=1N=C(C2=C(N1)C=CS2)NC2=C(C=1N(C=C2)C=CN1)P(C)(C)=O